(E)-N,N-dimethyl-2-(2-nitro-5-(4-(trifluoromethyl)phenoxy)phenyl)ethen-1-amine CN(\C=C\C1=C(C=CC(=C1)OC1=CC=C(C=C1)C(F)(F)F)[N+](=O)[O-])C